methyl (7-(butylamino)-1-(4-(hydroxymethyl)-2-methoxybenzyl)-3-(prop-1-en-2-yl)-1H-pyrazolo[4,3-d]pyrimidin-5-yl)carbamate C(CCC)NC=1C2=C(N=C(N1)NC(OC)=O)C(=NN2CC2=C(C=C(C=C2)CO)OC)C(=C)C